methyl ((R)-2-((3-cyano-5-fluorobenzyl) oxy) heptadecyl) phosphate P(=O)(OC)(OC[C@@H](CCCCCCCCCCCCCCC)OCC1=CC(=CC(=C1)F)C#N)[O-]